C(C)(=O)NC(C(=O)NCC1=CC=CC=C1)COC (acetylamino)-N-benzyl-3-methoxypropionamide